[N-](S(=O)(=O)C(F)(F)F)S(=O)(=O)C(F)(F)F.C(C)N1CN(C=C1)C 1-ethyl-3-methyl-imidazole bis(trifluoromethylsulfonyl)imide salt